(R)-(3-(2-amino-1-(4-(3,5-dimethylisoxazol-4-yl)phenyl)ethyl)-1,2,3-oxadiazol-3-ium-5-yl)((3-(trifluoromethyl)phenyl)carbamoyl)amide NC[C@@H](C1=CC=C(C=C1)C=1C(=NOC1C)C)[N+]1=NOC(=C1)[N-]C(NC1=CC(=CC=C1)C(F)(F)F)=O